4,4'-diethoxydiphenylamine CCOC1=CC=C(C=C1)NC2=CC=C(C=C2)OCC